1-acetyl-2-(4-(morpholine-4-carbonyl)benzylidene)indolin-3-one C(C)(=O)N1C(C(C2=CC=CC=C12)=O)=CC1=CC=C(C=C1)C(=O)N1CCOCC1